BrC1=CC=C(CC2=CN=C(S2)[C@H]2N(C[C@@H](C2)O[Si](C2=CC=CC=C2)(C2=CC=CC=C2)C(C)(C)C)C(=O)OC(C)(C)C)C=C1 tert-butyl (2S,4R)-2-(5-(4-bromobenzyl)thiazol-2-yl)-4-((tert-butyldiphenylsilyl)oxy)pyrrolidine-1-carboxylate